tert-butyl-rel-(2S,4aS,7aR)-2-(hydroxymethyl)-octahydrocyclopenta[b][1,4]oxazine C(C)(C)(C)[C@]1(CN[C@@H]2[C@H](O1)CCC2)CO |o1:4,7,8|